5-amino-8-(2,6-dimethyl-4-pyridinyl)-2-ethyl-7-phenyl-[1,2,4]triazolo[4,3-c]pyrimidin-3-one NC1=NC(=C(C=2N1C(N(N2)CC)=O)C2=CC(=NC(=C2)C)C)C2=CC=CC=C2